(2R,3S,5R)-5-(2,6-dichloro-9H-purin-9-yl)-2-ethyl-2-(((4-methylbenzoyl)oxy)methyl)tetrahydrofuran-3-yl 4-methylbenzoate CC1=CC=C(C(=O)O[C@@H]2[C@](O[C@H](C2)N2C3=NC(=NC(=C3N=C2)Cl)Cl)(COC(C2=CC=C(C=C2)C)=O)CC)C=C1